C(CCCCCCCCCCCCCCCCCCC)OB(O)O eicosyl-boric acid